(3S,4S)-1-(1H-benzo[d]imidazol-5-yl)-3-cyclopropyl-4-(2,6-difluoro-4-(1-(trifluoromethyl)-1H-1,2,3-triazol-4-yl)phenyl)azetidin-2-one N1C=NC2=C1C=CC(=C2)N2C([C@H]([C@H]2C2=C(C=C(C=C2F)C=2N=NN(C2)C(F)(F)F)F)C2CC2)=O